2-(4-(4-(Aminomethyl)-1-oxo-1,2-dihydro-phthalazin-6-yl)-1-methyl-1H-pyrazol-5-yl)-4-(1H-pyrazol-1-yl)benzonitrile NCC1=NNC(C2=CC=C(C=C12)C=1C=NN(C1C1=C(C#N)C=CC(=C1)N1N=CC=C1)C)=O